ClC=1C(=C(C2=C(N=C(N=C2)SC)N1)C#C[Si](C(C)C)(C(C)C)C(C)C)C 7-Chloro-6-methyl-2-(methylsulfanyl)-5-[2-(triisopropylsilyl)ethynyl]pyrido[2,3-d]pyrimidine